C(\C=C/CCCCC)=O (Z)-oct-2-enal